5-({6-[4-(3-{4-chloro-3-ethyl-1H-pyrrolo[2,3-b]pyridin-3-yl}phenyl)-3-oxopiperazin-1-yl]-6-oxohexyl}amino)-2-(2,6-dioxopiperidin-3-yl)isoindole-1,3-dione ClC1=C2C(=NC=C1)NCC2(CC)C=2C=C(C=CC2)N2C(CN(CC2)C(CCCCCNC=2C=C1C(N(C(C1=CC2)=O)C2C(NC(CC2)=O)=O)=O)=O)=O